C(C)(C)(C)OC(=O)N1[C@H](CCC1)C(C(=O)O)=C R-(1-t-Butoxycarbonylpyrrolidin-2-yl)acrylic acid